9',9''''-(5,6-diphenyl-4-(4-(pyridin-4-yl)phenyl)pyridine-2,3-diyl)bis(9'H-9,3':6',9''-tercarbazole) C1(=CC=CC=C1)C=1C(=C(C(=NC1C1=CC=CC=C1)N1C2=CC=C(C=C2C=2C=C(C=CC12)N1C2=CC=CC=C2C=2C=CC=CC12)N1C2=CC=CC=C2C=2C=CC=CC12)N1C2=CC=C(C=C2C=2C=C(C=CC12)N1C2=CC=CC=C2C=2C=CC=CC12)N1C2=CC=CC=C2C=2C=CC=CC12)C1=CC=C(C=C1)C1=CC=NC=C1